C(C)(CC)C1=CC(=NN1)C(=O)N1C[C@H]2C([C@H]2C1)C1=NOC(C1)(C)C (5-sec-butyl-1H-pyrazol-3-yl)[(1R,5S,6r)-6-(5,5-dimethyl-4,5-dihydro-1,2-oxazol-3-yl)-3-azabicyclo[3.1.0]hex-3-yl]methanone